2-(5-bromopyridin-2-yl)-5-chlorooxazolo[4,5-b]pyridine BrC=1C=CC(=NC1)C=1OC=2C(=NC(=CC2)Cl)N1